FC(C1=C(C=CC(=C1)C(F)(F)F)CC(=O)N(CC=1OC(=NN1)C=1C=NC(=NC1)C1CNCC1)C1=CC=C(C=C1)F)(F)F 2-[2,4-bis(trifluoromethyl)phenyl]-N-(4-fluorophenyl)-N-({5-[2-(tetrahydro-1H-pyrrol-3-yl)pyrimidin-5-yl]-1,3,4-oxadiazol-2-yl}methyl)acetamide